1-benzyl-4-((2-bromo-5-((tetrahydro-2H-pyran-2-yl)oxy)phenoxy)methyl)-1,2,3,6-tetrahydropyridine C(C1=CC=CC=C1)N1CCC(=CC1)COC1=C(C=CC(=C1)OC1OCCCC1)Br